NCC(C1=C(C=C(C(=C1)Cl)Cl)OC)C1CCN(CC1)C(C)=O 1-[4-[2-amino-1-(4,5-dichloro-2-methoxyphenyl)ethyl]piperidin-1-yl]ethan-1-one